cyclopentanate C1(CCCC1)C(=O)[O-]